2-fluoro-4-[(7-fluoroquinolin-8-yl)methoxy]-5-methoxyaniline FC1=C(N)C=C(C(=C1)OCC=1C(=CC=C2C=CC=NC12)F)OC